(S)-quinuclidin-3-yl (7-(4-cyclopropylphenyl)chroman-4-yl)carbamate C1(CC1)C1=CC=C(C=C1)C1=CC=C2C(CCOC2=C1)NC(O[C@@H]1CN2CCC1CC2)=O